perfluoro (ethyl-allyl) ether C(C)C=CCOF